FC(N1N=CC=C1C(=O)N1[C@@H](C2=C(CC1)NC=N2)C2=NN1C(C=CC=C1)=C2)F (S)-(1-(difluoromethyl)-1H-pyrazol-5-yl)(4-(pyrazolo[1,5-a]pyridin-2-yl)-6,7-dihydro-1H-imidazo[4,5-c]pyridin-5(4H)-yl)methanone